6-(2-(5-cyclopropyl-3-(2-(trifluoromethyl)pyridin-3-yl)isoxazol-4-yl)-7-azaspiro[3.5]non-1-en-7-yl)-4-methoxyquinoline-2-carboxylic acid C1(CC1)C1=C(C(=NO1)C=1C(=NC=CC1)C(F)(F)F)C1=CC2(C1)CCN(CC2)C=2C=C1C(=CC(=NC1=CC2)C(=O)O)OC